C(C)(=O)O[Si](C)(C)C(C)(C)C TBDMS acetate